O[C@@]1(C(N(CC1)C)=O)C1=CC(=NO1)C=1C=C(C=CC1)C1=NC(=NC=C1)NC1=NN2C(C(N(CC2)C)=O)=C1 (R)-2-((4-(3-(5-(3-Hydroxy-1-methyl-2-oxopyrrolidin-3-yl)isoxazol-3-yl)phenyl)pyrimidin-2-yl)amino)-5-methyl-6,7-dihydropyrazolo[1,5-a]pyrazin-4(5H)-one